2-(2,6-Dimethyl-4-(4,4,5,5-tetramethyl-1,3,2-dioxaborolan-2-yl)benzyl)-7-isopropyl-5-tosyl-5H-pyrrolo[2,3-b]pyrazine CC1=C(CC=2N=C3C(=NC2)N(C=C3C(C)C)S(=O)(=O)C3=CC=C(C)C=C3)C(=CC(=C1)B1OC(C(O1)(C)C)(C)C)C